Cl.CC1=C(CNC(=N)N)C=CC=C1 1-(2-methylbenzyl)guanidine hydrochloride